iron silicon chromium aluminum [Al].[Cr].[Si].[Fe]